FC=1C=C(CNC(=O)C2=C3NC(=NC3=NC=N2)C2CC(CC2)F)C=C(C1)C=1C=NN(C1)C1=CC=C(C=C1)F N-(3-fluoro-5-(1-(4-fluorophenyl)-1H-pyrazol-4-yl)benzyl)-8-(3-fluorocyclopentyl)-7H-purine-6-Carboxamide